N-[2-(2-fluorophenoxy)ethyl]-5-methyl-2-[(2S)-2-(trifluoromethylsulfonylamino)propoxy]pyridine-4-carboxamide FC1=C(OCCNC(=O)C2=CC(=NC=C2C)OC[C@H](C)NS(=O)(=O)C(F)(F)F)C=CC=C1